ClC1=CC(=C(C=C1)N1C(N2[C@@H](CN([C@@H](C2)CC)C=2C(=NC(=CC2)C=2C(=NC=CC2)OCC)C(=O)N[C@H]2CNC(C2)=O)C1)=O)C#N 3-[(6R,8aS)-2-(4-chloro-2-cyanophenyl)-6-ethyl-3-oxo-5,6,8,8a-tetrahydro-1H-imidazo[1,5-a]pyrazin-7-yl]-6-(2-ethoxypyridin-3-yl)-N-[(3R)-5-oxopyrrolidin-3-yl]pyridine-2-carboxamide